5-(4-(piperazine-1-carbonyl)phenyl)nicotinic acid N1(CCNCC1)C(=O)C1=CC=C(C=C1)C=1C=NC=C(C(=O)O)C1